1-(5-benzyl-6-methoxy-[1,1'-biphenyl]-3-yl)-N-(3-(1,1-difluoropropyl)phenyl)-3-methyl-5-oxo-4,5-dihydro-1H-pyrazole-4-carboxamide C(C1=CC=CC=C1)C=1C=C(C=C(C1OC)C1=CC=CC=C1)N1N=C(C(C1=O)C(=O)NC1=CC(=CC=C1)C(CC)(F)F)C